FC1([C@@]2(C([C@](N(C1)CC2)(COC)CO)=O)C)F (1S,2R,4S)-5,5-difluoro-2-(hydroxymethyl)-2-(methoxymethyl)-4-methyl-quinuclidin-3-one